FC1(CCN(CCC1)C1=C(C=C2C(=N1)OCCO2)C(=O)N)F 6-(4,4-difluoroazepan-1-yl)-2,3-dihydro-[1,4]dioxino[2,3-b]pyridine-7-carboxamide